COC(=O)C1(CC2=C(C(=NC(=C2C)OCC2N(CC(NC2)=O)C(=O)OC(C)(C)C)Br)C1)C(=O)OC 1-bromo-4-methyl-3-[[1-[(2-methylpropan-2-yl)oxycarbonyl]-5-oxopiperazin-2-yl]methoxy]-5,7-dihydrocyclopenta[c]pyridine-6,6-dicarboxylic acid dimethyl ester